3,2-dioxetine tert-butyl-(3-(4-chloro-5-fluoro-1H-indol-7-yl)-1-hydroxybutan-2-yl)carbamate C(C)(C)(C)N(C(O)=O)C(CO)C(C)C=1C=C(C(=C2C=CNC12)Cl)F.C=1OOC1